CC=1SC(=CC1C(=O)NC1=NC(=NS1)CCl)C1=CC(=CC=C1)OC(F)F 2-methyl-5-(3-(difluoromethoxy)phenyl)-N-(3-(chloromethyl)-1,2,4-thiadiazol-5-yl)thiophene-3-carboxamide